(2R,3S,4R,5R)-2-((R)-1-(4-chlorophenyl)ethyl)-5-(4-hydrazineylidene-4,7-dihydro-1H-pyrazolo[3,4-d]pyrimidin-1-yl)tetrahydrofuran-3,4-diol ClC1=CC=C(C=C1)[C@@H](C)[C@H]1O[C@H]([C@@H]([C@@H]1O)O)N1N=CC2=C1NC=NC2=NN